5-formyl-2-furancarboxylic acid methyl ester COC(=O)C=1OC(=CC1)C=O